C1N(CC2=CC=CC=C12)C1=NC=2N(C(=C1)C=1C=NNC1)N=C(C2)C(=O)NC2=CC=CC=C2 5-(isoindolin-2-yl)-N-phenyl-7-(1H-pyrazol-4-yl)pyrazolo[1,5-a]pyrimidine-2-carboxamide